N-(3-fluoro-4-((6-methoxy-7-(3-morpholinopropoxy)quinolin-4-yl)-oxy)phenyl)-N-(4-fluorophenyl)cyclopropane-1,1-dicarboxamide FC=1C=C(C=CC1OC1=CC=NC2=CC(=C(C=C12)OC)OCCCN1CCOCC1)N(C(=O)C1(CC1)C(=O)N)C1=CC=C(C=C1)F